tert-Butyl 4-(3-chlorophenoxy)piperidine-1-carboxylate ClC=1C=C(OC2CCN(CC2)C(=O)OC(C)(C)C)C=CC1